1-(((2-(5-cyclopropyl-4'-fluoro-2'-(4-methyl-4H-1,2,4-triazol-3-yl)-[1,1'-biphenyl]-3-yl)-7-(trifluoromethyl)benzo[d]oxazol-5-yl)methyl)amino)-2-methylpropan-2-ol C1(CC1)C=1C=C(C=C(C1)C1=C(C=C(C=C1)F)C1=NN=CN1C)C=1OC2=C(N1)C=C(C=C2C(F)(F)F)CNCC(C)(O)C